O1COC2=C1C=CC(=C2)C(C(C)N(C)C(=O)OCOC(=O)CCCCC(=O)O)=O 5-({[2-(2H-1,3-Benzodioxol-5-yl)-1-methyl-2-oxo-ethyl]-N-methylaminocarbonyloxy}methoxycarbonyl)valeric acid